OC1(CN(CC1)C1=C(C=C(C=C1)C)NC(=O)C=1OC(=CC1)C1CCOCC1)C N-(2-(3-hydroxy-3-methylpyrrolidin-1-yl)-5-methylphenyl)-5-(tetrahydro-2H-pyran-4-yl)-furan-2-carboxamide